4-((((1R,3R,5S)-8-azabicyclo[3.2.1]octan-3-yl)oxy)methyl)-5-cyclopropyl-3-(2-(trifluoromethoxy)phenyl)isoxazole hydrochloride Cl.[C@H]12CC(C[C@H](CC1)N2)OCC=2C(=NOC2C2CC2)C2=C(C=CC=C2)OC(F)(F)F